CN1C(N(C=2N=CNC2C1=O)C)=O 1,3-dimethyl-7H-purine-2,6-dione